ClC1=CC(=C(C=N1)N)NC(C)C 6-chloro-N4-isopropylpyridine-3,4-diamine